N-ethyl-N-(m-tolyl)pyrrolidine-2-carboxamide C(C)N(C(=O)C1NCCC1)C=1C=C(C=CC1)C